6-[3-(3-t-butyl-4-hydroxy-5-methylphenyl)propoxy]-2,4,8,10-tetra-t-butyldibenzo[d,f][1,3,2]dioxaphosphepin C(C)(C)(C)C=1C=C(C=C(C1O)C)CCCOP1OC2=C(C3=C(O1)C(=CC(=C3)C(C)(C)C)C(C)(C)C)C=C(C=C2C(C)(C)C)C(C)(C)C